6-(1-(6-(benzo[b]thiophen-3-yl)-1H-[1,2,3]triazolo[4,5-b]pyrazin-1-yl)ethyl)-5,7-difluoro-3-(1-methyl-1H-pyrazol-4-yl)quinoline S1C2=C(C(=C1)C1=CN=C3C(=N1)N(N=N3)C(C)C=3C(=C1C=C(C=NC1=CC3F)C=3C=NN(C3)C)F)C=CC=C2